FC1=C(C=CC(=C1)S(NC(C)C)(=O)=O)NC1=NC=C(C=N1)C1CC(C1)N(C(O)=O)C1(CC1)C.C(C=CC1=CC=CC=C1)OCC1=CC(=C(C(=C1)OC)OC)OC 1-[(cinnamyloxy)methyl]-3,4,5-trimethoxybenzene (1r,3r)-3-(2-((2-fluoro-4-(N-isopropylsulfamoyl)phenyl)amino)pyrimidin-5-yl)cyclobutyl-(1-methylcyclopropyl)carbamate